ClC=1C=C(C2=C(N1)N(C=C2)CC)C(=O)OC methyl 6-chloro-1-ethyl-1H-pyrrolo[2,3-b]pyridine-4-carboxylate